O=C1N(CC2=CC(=CC=C12)O[C@@H]1[C@@H](CCCC1)N1CC(C1)C1=NC2=CC=CC=C2C=C1)C1C(NC(CC1)=O)=O 3-(1-oxo-5-(((1S,2R)-2-(3-(quinolin-2-yl)azetidin-1-yl)-cyclohexyl)oxy)isoindolin-2-yl)piperidine-2,6-dione